N[C@@H]1CC[C@H](CC1)C(=O)O trans-4-aminocyclohexanecarboxylic acid